4-phenyl-2,6-bis[4-(3,4-dicarboxylcyclohexanecarbonyl)phenyl]Pyridine 3-mercapto-1-propanesulfonate SCCCS(=O)(=O)O.C1(=CC=CC=C1)C1=CC(=NC(=C1)C1=CC=C(C=C1)C(=O)C1CC(C(CC1)C(=O)O)C(=O)O)C1=CC=C(C=C1)C(=O)C1CC(C(CC1)C(=O)O)C(=O)O